C(=C)[B-](F)(F)F vinyltrifluoroborate